5-sulfo-1-(3-sulfopropyl)-2,3-dihydro-1H-indol S(=O)(=O)(O)C=1C=C2CCN(C2=CC1)CCCS(=O)(=O)O